FC(C(=O)O)(C1=CC(=CC=C1)CN1CCOCC1)F 2,2-difluoro-2-(3-(morpholinomethyl)phenyl)acetic acid